FC1=C(C(=CC=C1)C1=CC=CC=C1)C#N fluoro-[1,1'-biphenyl]-2-carbonitrile